C(C1=CC=CC=C1)OC1=C(C(=O)NC=2C=CC(=C(C(=O)O)C2)O)C=C(C(=C1)C(NC1=CC(=C(C=C1)O)C(=O)O)=O)OCC1=CC=CC=C1 5-[[2,5-dibenzyloxy-4-[(3-carboxy-4-hydroxy-phenyl)carbamoyl]benzoyl]amino]-2-hydroxy-benzoic acid